N,N'-ethylenebis(capramide) C(CNC(=O)CCCCCCCCC)NC(=O)CCCCCCCCC